OCC1(CCC1)NC(=O)C=1C=2C[C@H]3[C@@H](C2N(N1)C1=C(C=C(C=C1)F)F)C3 (1aS,5aS)-2-(2,4-Difluoro-phenyl)-1a,2,5,5a-tetrahydro-1H-2,3-diaza-cyclopropa[a]pentalene-4-carboxylic acid (1-hydroxymethyl-cyclobutyl)-amide